COC1=CC=C(C=C1)CN1C=NC2=C1C=CC=C2B2OC(C(O2)(C)C)(C)C 1-[(4-methoxyphenyl)methyl]-4-(4,4,5,5-tetramethyl-1,3,2-dioxaborolan-2-yl)benzimidazole